dehydroascorbic acid O=C1C(=O)C(=O)[C@H](O1)[C@@H](O)CO